C(CCCC)C1CC(C1)(C(=O)O)C(=O)O 3-pentylcyclobutane-1,1-dicarboxylic acid